C1(=CC=CC2=CC=CC=C12)C1=CC=C(C=C1)B(O)O (4-(naphthalen-1-yl)phenyl)boronic acid